CC1=NC=CC(=N1)NC1=NC=CC(=C1)C1=CC(NC(=C1)N1C(CCCC1)C(F)(F)F)=O 4-[2-[(2-Methylpyrimidin-4-yl)amino]-4-pyridyl]-6-[2-(trifluoromethyl)-1-piperidyl]-1H-pyridin-2-one